2-chloro-N-(4-fluoro-3-methylphenyl)-3-(2-(((1S,2R)-2-hydroxycyclopentyl)amino)-2-oxoacetyl)-5,6,7,8-tetrahydroindolizine-1-carboxamide ClC=1C(=C2CCCCN2C1C(C(=O)N[C@@H]1[C@@H](CCC1)O)=O)C(=O)NC1=CC(=C(C=C1)F)C